C12(CC3CC(CC(C1)C3)C2)CC(=O)N2CCC3(CC(C3)N3CCC(CC3)N3N=C(C=1C3=NC=NC1N)C1=CC=C(C=C1)OC1=CC=CC=C1)CC2 2-((3r,Sr,7r)-adamantan-1-yl)-1-(2-(4-(4-amino-3-(4-phenoxyphenyl)-1H-pyrazolo[3,4-d]pyrimidin-1-yl)piperidine-1-yl)-7-azaspiro[3.5]nonan-7-yl)ethan-1-one